tert-butyl 4-(((5s,8s)-4-(benzyloxy)-3-mesityl-2-oxo-1-oxaspiro[4.5]dec-3-en-8-yl)oxy)-piperidine-1-carboxylate C(C1=CC=CC=C1)OC1=C(C(OC12CCC(CC2)OC2CCN(CC2)C(=O)OC(C)(C)C)=O)C2=C(C=C(C=C2C)C)C